FC1=C(C(=CC=C1)F)NC(=O)C1=CC(=C(C=C1O[C@H](C(F)(F)F)C)N1N=C(N(C1=O)CC)C(=O)N)F 1-(4-[(2,6-difluorophenyl)carbamoyl]-2-fluoro-5-{[(2S)-1,1,1-trifluoroprop-2-yl]oxy}phenyl)-4-ethyl-5-oxo-4,5-dihydro-1H-1,2,4-triazole-3-carboxamide